(6-{6,6-difluoro-3-azabicyclo[3.1.0]hexan-3-yl}-2-methylpyridin-3-yl)methanol FC1(C2CN(CC12)C1=CC=C(C(=N1)C)CO)F